cyanomethylenetri-n-butyl-phosphorane C(#N)C=P(CCCC)(CCCC)CCCC